CN1[C@@H](CCC1)COC1=NC=2C[C@]3(CCC2C(=N1)N1CCNCC1)CC1=CC=CC=C1CC3 (R)-2'-(((S)-1-methylpyrrolidin-2-yl)methoxy)-4'-(piperazin-1-yl)-3,4,5',8'-tetrahydro-1H,6'H-spiro[naphthalene-2,7'-quinazoline]